2-ketoacetic acid O=CC(=O)O